Tert-butyl ((R)-2,2-dicyclopropyl-1-(5-((R)-2-methoxy-1-((S)-2-oxo-4-(trifluoromethyl)imidazolidin-1-yl)ethyl)benzo[d]oxazol-2-yl)ethyl)carbamate C1(CC1)C([C@H](C=1OC2=C(N1)C=C(C=C2)[C@H](COC)N2C(N[C@@H](C2)C(F)(F)F)=O)NC(OC(C)(C)C)=O)C2CC2